N1C[C@H](CCC1)NC1=NC=C(C(=N1)C1=CNC(=C1)C1=NC=CC=C1)C(F)(F)F N-[(3S)-piperidin-3-yl]-4-[5-(pyridin-2-yl)-1H-pyrrol-3-yl]-5-(trifluoromethyl)pyrimidin-2-amine